FC(C1=C(C=C2CCCN(C2=C1)C1=NN(C2=C1CN(CC2)C(=O)OC(C)(C)C)C2CCNCC2)C=2C=NN(C2)C)F tert-butyl 3-(7-(difluoromethyl)-6-(1-methyl-1H-pyrazol-4-yl)-3,4-dihydroquinolin-1(2H)-yl)-1-(piperidin-4-yl)-1,4,6,7-tetrahydro-5H-pyrazolo[4,3-c]pyridine-5-carboxylate